6-methoxy-1H-benzo[d]imidazole-5-carbonitrile COC=1C(=CC2=C(NC=N2)C1)C#N